BrC1=C(C=C(C=C1)C1=NC2=C(N1)C(C(=C(C2=O)N[C@@H]2C(NCCC2)=O)Cl)=O)F (S)-2-(4-bromo-3-fluorophenyl)-6-chloro-5-((2-oxopiperidin-3-yl)amino)-1H-benzo[d]imidazole-4,7-dione